4-Chloro-7-(4-chlorophenyl)-5-iodo-7H-pyrrolo[2,3-d]pyrimidine ClC=1C2=C(N=CN1)N(C=C2I)C2=CC=C(C=C2)Cl